N1C=[NH+]C=C1.OC=1C=CC=C2C=CC=NC12 8-hydroxyquinoline, imidazolium salt